C(C)OC=1C=C(C=2N(C1)N=C1C2C=NN1)C=1C=CC(=NC1)N1CC2(C1)CN(CCC2)C(=O)OC(C)(C)C tert-butyl 2-(5-(6-ethoxy-1H-pyrazolo[3',4':3,4]pyrazolo[1,5-a]pyridin-4-yl)pyridin-2-yl)-2,6-diazaspiro[3.5]nonane-6-carboxylate